N-(5-(4-hydroxypiperidin-1-yl)-2-morpholinyloxazolo[4,5-b]pyridin-6-yl)-2-(2-methylpyridin-4-yl)oxazole-4-carboxamide OC1CCN(CC1)C1=C(C=C2C(=N1)N=C(O2)N2CCOCC2)NC(=O)C=2N=C(OC2)C2=CC(=NC=C2)C